[C@H]1(CC[C@H](CC1)OC(CCCCCN(CCC(=O)OCCC#C)CCC(=O)OCCC#C)=O)OC(CCCCCN(CCC(=O)OCCC#C)CCC(=O)OCCC#C)=O tetra(but-3-yn-1-yl) 3,3',3'',3'''-(((((trans)-cyclohexane-1,4-diyl)bis(oxy))bis(6-oxohexane-6,1-diyl))bis(azanetriyl))tetrapropionate